CC1(CN(C=2C1=NC=CC2)C(=O)N2CC1(CC2)CCN(CC1)CC1CCOCC1)C (3,3-dimethyl-2,3-dihydro-1H-pyrrolo[3,2-b]pyridin-1-yl)(8-((tetrahydro-2H-pyran-4-yl)methyl)-2,8-diazaspiro[4.5]decan-2-yl)methanone